dioleyl hydrogenphosphite P(O)(OCCCCCCCC\C=C/CCCCCCCC)OCCCCCCCC\C=C/CCCCCCCC